ClC1=CC(=C(C2=C1N(N=N2)C)C)[C@@H](CC(=O)OCC)C=2C=C1CCCC1=C(C2)CO ethyl (3S)-3-(7-chloro-1,4-dimethyl-1H-benzotriazol-5-yl)-3-[7-(hydroxymethyl)-2,3-dihydro-1H-inden-5-yl]propanoate